NC1=NC=C(C2=C1C=NN2)NC(C(=O)N2[C@H](CN(CC2)C(C(C)C)=O)C2=CC=CC=C2)=O (S)-N-(4-amino-1H-pyrazolo[4,3-c]pyridin-7-yl)-2-(4-isobutyryl-2-phenylpiperazin-1-yl)-2-oxoacetamide